C12COCC(CC1)N2C2=C(C=C(C=C2F)N2C(O[C@H](C2)CN)=O)F (5S)-3-(4-(3-oxa-8-aza-bicyclo[3.2.1]oct-8-yl)-3,5-difluorophenyl)-5-(aminomethyl)oxazolidin-2-one